P(=O)(OC1=C2C(=CNC2=CC=C1)CCN1CCCC1)([O-])[O-] 3-(2-(pyrrolidin-1-yl) ethyl)-1H-indol-4-yl phosphate